NC=1C2=C(N=CN1)N(C=C2C=2C=C(CNS(=O)(=O)C)C=CC2)[C@@H]2C[C@@H](C2)CN2[C@@H](CC2)C N-(3-(4-amino-7-(cis-3-(((R)-2-methylazetidin-1-yl)methyl)cyclobutyl)-7H-pyrrolo[2,3-d]pyrimidin-5-yl)benzyl)methanesulfonamide